C(C)(C)(C)OC(=O)N1CCC(CC1)CCC(COS(=O)(=O)C1=CC=C(C)C=C1)COS(=O)(=O)C1=CC=C(C)C=C1 4-[4-(p-toluenesulfonyloxy)-3-(p-toluenesulfonyloxymethyl)butyl]piperidine-1-carboxylic acid tert-butyl ester